Cl.C(C)(C)(C)OC(C1=CC=C(C=C1)N(C(=O)C1NCCC2=C(C=CC=C12)Br)C)=O 4-(5-bromo-N-methyl-1,2,3,4-tetrahydroisoquinoline-1-carboxamido)benzoic acid tert-butyl ester hydrochloride